(1S,2R)-2-(4-(4-(1-(pentan-3-yl)-1H-pyrazol-4-yl)pyrazolo[1,5-a]pyrazin-6-yl)-1H-pyrazol-1-yl)cyclopentanol CCC(CC)N1N=CC(=C1)C=1C=2N(C=C(N1)C=1C=NN(C1)[C@H]1[C@H](CCC1)O)N=CC2